3-(5-tert-butyl-1,2-oxazol-3-yl)-4-hydroxy-1-methylimidazolidine-2-one C(C)(C)(C)C1=CC(=NO1)N1C(N(CC1O)C)=O